(4-(2-(4-Hydroxypiperidin-1-yl)ethyl)-1,3-dioxolane-2,2-diyl)bis(1-(pentylthio)hexane-6,2-diyl) bis(decanoate) C(CCCCCCCCC)(=O)OC(CSCCCCC)CCCCC1(OCC(O1)CCN1CCC(CC1)O)CCCCC(CSCCCCC)OC(CCCCCCCCC)=O